(E)-3-(o-methylphenyl)acrylic acid CC1=C(C=CC=C1)/C=C/C(=O)O